(2-(dimethylamino)-3-((5-methoxy-5-oxopentyl)oxy)propoxy)hexadec-7-enoate CN(C(COC(C(=O)[O-])CCCCC=CCCCCCCCC)COCCCCC(=O)OC)C